((1H-benzo[d]imidazol-2-yl)(2-hydroxyphenyl)methyl)isoindolin-1-one N1C(=NC2=C1C=CC=C2)C(C2=C(C=CC=C2)O)N2C(C1=CC=CC=C1C2)=O